(1,8-dibromo-isoquinolin-3-yl)carbamic acid tert-butyl ester C(C)(C)(C)OC(NC=1N=C(C2=C(C=CC=C2C1)Br)Br)=O